FC1=CC=C(C(=C1N=S1(CCCC1)=O)OC)[N+](=O)[O-] 1-((6-fluoro-2-methoxy-3-nitrophenyl)imino)tetrahydro-1H-1λ6-Thiophene 1-oxide